C(OC1=C(C=CC=C1[N+](=O)[O-])C1=NN(C=N1)C)([2H])([2H])[2H] 3-(2-(methoxy-d3)-3-nitrophenyl)-1-methyl-1H-1,2,4-triazole